Heptadecan-9-yl 8-((3-hydroxypropyl)(6-oxo-6-(undecyloxy)hexyl)amino)-octanoate OCCCN(CCCCCCCC(=O)OC(CCCCCCCC)CCCCCCCC)CCCCCC(OCCCCCCCCCCC)=O